(R)-N-(2-((2-(dimethylamino)-ethyl)(methyl)-amino)-4-methoxy-5-((4-(3-(3-phenoxyphenyl)isoxazolidin-2-yl)-1,3,5-triazin-2-yl)amino)-phenyl)acrylamide CN(CCN(C1=C(C=C(C(=C1)OC)NC1=NC=NC(=N1)N1OCC[C@@H]1C1=CC(=CC=C1)OC1=CC=CC=C1)NC(C=C)=O)C)C